3-(4-(((2S,3R,4S,5S,6S)-3,4,5-triacetoxy-6-(methoxy-carbonyl)tetrahydro-2H-pyran-2-yl)oxy)phenyl)propanoic acid C(C)(=O)O[C@H]1[C@@H](O[C@@H]([C@H]([C@@H]1OC(C)=O)OC(C)=O)C(=O)OC)OC1=CC=C(C=C1)CCC(=O)O